COC1=NC=CC=C1C1=CC2=CN(C=CC2=N1)CC=1OC2=C(N1)C=C(C=C2)C 2-[[2-(2-methoxy-3-pyridyl)pyrrolo[3,2-c]pyridin-5-yl]methyl]-5-methyl-1,3-benzoxazole